(2S,11aR)-7-Fluoro-8-methyl-2-((2-oxo-1,2,3,4-tetrahydro-1,6-naphthyridin-7-yl)oxy)-6-(pyrrolidin-1-yl)-2,3,11,11a-tetrahydro-1H,5H-benzo[f]pyrrolo[2,1-c][1,4]oxazepin-5-one FC=1C(=CC2=C(C(N3[C@@H](CO2)C[C@@H](C3)OC3=NC=C2CCC(NC2=C3)=O)=O)C1N1CCCC1)C